6-(aminomethyl)-4-(2-chloro-5-methoxypyridin-4-yl)pyridin NCC1=CC(=CC=N1)C1=CC(=NC=C1OC)Cl